F[C@H]1CNCC1 (R)-3-fluoropyrrolidin